BrC1=C(C=C(C=C1)Cl)C(C#N)F 2-(2-bromo-5-chloro-phenyl)-2-fluoro-acetonitrile